N-Cyclopropyl-5-[2-Methyl-5-(Trifluoromethoxy)-1h-Benzimidazol-1-Yl]thiophene-2-Carboxamide C1(CC1)NC(=O)C=1SC(=CC1)N1C(=NC2=C1C=CC(=C2)OC(F)(F)F)C